C(C)(C)(C)OC(C(CC=1C=C(C=CC1)C1=CC(=CC=C1)C(=O)O)(C)C)=O 3'-(3-(tert-butoxy)-2,2-dimethyl-3-oxopropyl)-[1,1'-biphenyl]-3-carboxylic acid